CC1N(CC(N(C1)C(=O)C1=C(C=C(C=C1)OC)F)C)C(=O)C1=C(C=C(C=C1)OC)F (2,5-dimethylpiperazin-1,4-diyl)bis((2-fluoro-4-methoxyphenyl)methanone)